OC1CC(C1)N1C=C2C(NN(C(C2=CC1=O)=O)C)=O 6-((1r,3r)-3-hydroxycyclobutyl)-2-methyl-2,3-dihydropyrido[3,4-d]pyridazine-1,4,7(6H)-trione